BrC=1N=C(N2C1CNCC2)C(F)(F)F 1-bromo-3-(trifluoromethyl)-5,6,7,8-tetrahydroimidazo[1,5-a]pyrazine